N2-(tert-butoxycarbonyl)-N6-((6-(2-(methanesulfonyl)pyrimidin-5-yl)hexan-5-ynoyl)-L-valinyl)-L-lysine C(C)(C)(C)OC(=O)N[C@@H](CCCCNC([C@@H](NC(CCCC#CC=1C=NC(=NC1)S(=O)(=O)C)=O)C(C)C)=O)C(=O)O